COC(CC1=NN2C(C(=CC=C2)COC2=CC=CC(=N2)C2CCN(CC2)CC2=NC3=C(N2C[C@H]2OCC2)C=CC=C3)=C1)=O (S)-2-((4-(6-((2-(2-methoxy-2-oxoethyl)pyrazolo[1,5-a]pyridin-4-yl)methoxy)pyridin-2-yl)piperidin-1-yl)methyl)-1-((oxetan-2-yl)methyl)-1H-benzo[d]imidazole